5-bromo-6-methoxypyridin-2-amine BrC=1C=CC(=NC1OC)N